2-(4,7-Dichloro-6-(4-(4-ethylpiperazin-1-yl)phenyl)-2H-indazol-2-yl)-2-(6,7-dihydro-5H-pyrrolo[1,2-c]imidazol-1-yl)-N-(thiazol-2-yl)acetamide (difluoro)phosphite FP(O)(O)(O)F.ClC=1C2=CN(N=C2C(=C(C1)C1=CC=C(C=C1)N1CCN(CC1)CC)Cl)C(C(=O)NC=1SC=CN1)C1=C2N(C=N1)CCC2